N-((4,4-dimethyloxetan-2-yl)methyl)-1-(3-(4-methoxyphenyl)-1,2,4-oxadiazol-5-yl)piperidine-4-carboxamide CC1(CC(O1)CNC(=O)C1CCN(CC1)C1=NC(=NO1)C1=CC=C(C=C1)OC)C